C(C)(C)(C)OC(=O)N1C(CNCC1)C(=O)O 1-(tert-butoxycarbonyl)piperazine-2-carboxylic acid